F\C=C\C(C(C(F)(F)F)(F)F)(F)F trans-1,3,3,4,4,5,5,5-octafluoropent-1-ene